C(C)(C)(C)OC1=NC(=CC2=CC=C(C=C12)F)Cl 1-(tert-butoxy)-3-chloro-7-fluoroisoquinoline